FC1=CC(=C(C=C1)N1C(C(=CC=C1C)C(=O)N)=O)C 1-(4-fluoro-2-methylphenyl)-6-methyl-2-oxopyridine-3-carboxamide